2-[2-[2-[2-[2-[2-[2-[2-[2-[2-(2-aminoethoxy)ethoxy]ethoxy]ethoxy]ethoxy]ethoxy]ethoxy]ethoxy]ethoxy]ethoxy]ethanol NCCOCCOCCOCCOCCOCCOCCOCCOCCOCCOCCO